4,6-Diaminopyrimidine-5-carboxylic acid NC1=NC=NC(=C1C(=O)O)N